FC1=CC=C(C=C1)C(C1CN(CCC1)S(=O)(=O)NC1=CC=CC=C1)C1=CC=C(C=C1)F 3-(bis(4-fluorophenyl)methyl)-N-phenylpiperidine-1-sulfonamide